N=1C=CN2C1C(=CC=C2)SC2=NN(C1=NC(=CN=C12)N1CCC(CC1)(C)NC(OC(C)(C)C)=O)CC1=CC=C(C=C1)OC tert-butyl (1-(3-(imidazo[1,2-a]pyridin-8-ylthio)-1-(4-methoxybenzyl)-1H-pyrazolo[3,4-b]pyrazin-6-yl)-4-methylpiperidin-4-yl)carbamate